ClC1=CC=C(C=C1)C=1C=2C(=CSC2N2C(=NN=C2[C@@H](N1)CC(=O)NCC(OC)OC)C)CC 2-[(9S)-7-(4-chlorophenyl)-5-ethyl-13-methyl-3-thia-1,8,11,12-tetrazatricyclo[8.3.0.02,6]trideca-2(6),4,7,10,12-pentaen-9-yl]-N-(2,2-dimethoxyethyl)acetamide